O=C1NC(CCC1N1C(C2=CC=C(C=C2C1)C(=O)N[C@@H](C(F)(F)F)C12CC(C1)(C2)C(C)(C)O)=O)=O 2-(2,6-dioxopiperidin-3-yl)-1-oxo-N-((R)-2,2,2-trifluoro-1-(3-(2-hydroxypropan-2-yl)bicyclo[1.1.1]pentan-1-yl)ethyl)isoindoline-5-carboxamide